C(#N)C=1C=C2C(=CNC2=CC1)CCCCN1CCN(CC1)C1=NC=C(C=N1)C=1OC(=C(N1)C)C(=O)N 2-(2-(4-(4-(5-cyano-1H-indol-3-yl)butyl)piperazin-1-yl)pyrimidin-5-yl)-4-methyloxazole-5-formamide